2-(4-chlorophenyl)-N-[(1s,4s)-4-{[2-(trifluoromethyl)quinolin-4-yl]amino}cyclohexyl]acetamide ClC1=CC=C(C=C1)CC(=O)NC1CCC(CC1)NC1=CC(=NC2=CC=CC=C12)C(F)(F)F